FC1=C(C(=C2C=CNC2=C1)C)OC=1C=C(C#N)C=CC1 3-((6-Fluoro-4-methyl-1H-indol-5-yl)oxy)benzonitrile